N1=NN(C=C1)C(N)=N triazole-3-carboximidamide